N1=CC=NC2=C3C=CC=NC3=C3N=CC=CC3=C21 pyrazino[2,3-f][1,10]phenanthroline